C1(CC1)C=1C=CC(=NC1F)[C@H](C1=CC=CC=C1)NC(=O)[C@@H]1[C@H]2O[C@H]2CN1C(=O)OC(C)(C)C tert-butyl (1r,2S,5S)-2-(((S)-(5-cyclopropyl-6-fluoropyridin-2-yl) (phenyl) methyl) carbamoyl)-6-oxa-3-azabicyclo[3.1.0]hexane-3-carboxylate